tert-butyl (3R,4R)-4-(((7-((tert-butoxycarbonyl)((3-fluoro-[1,1'-biphenyl]-4-yl)methyl)amino)-3-cyclopropylpyrazolo[1,5-a]pyrimidin-5-yl)amino)methyl)-3-hydroxypiperidine-1-carboxylate C(C)(C)(C)OC(=O)N(C1=CC(=NC=2N1N=CC2C2CC2)NC[C@@H]2[C@H](CN(CC2)C(=O)OC(C)(C)C)O)CC2=C(C=C(C=C2)C2=CC=CC=C2)F